BrC=1C=C2C=NC(=NC2=CC1C(F)(F)P(O)(O)=O)NCCC(C)(C)O ((6-bromo-2-((3-hydroxy-3-methylbutyl)amino)quinazolin-7-yl)difluoromethyl)phosphonic acid